6-fluoro-N-{3-methyl-4-[(1-methyl-1,3-benzodiazol-5-yl)methyl]phenyl}pyrido[3,4-d]pyrimidin-4-amine FC1=CC2=C(N=CN=C2NC2=CC(=C(C=C2)CC2=CC3=C(N(C=N3)C)C=C2)C)C=N1